CC(C#N)(C)N1N=CC(=C1)N\C(\C)=C\1/C(NC=2C1=NC(=CC2)C=2C=NC=CC2C)=O (Z)-2-Methyl-2-(4-((1-(5-(4-methylpyridin-3-yl)-2-oxo-1H-pyrrolo[3,2-b]pyridin-3(2H)-ylidene)ethyl)amino)-1H-pyrazol-1-yl)propanenitrile